O=C1NC(CCC1N1C(N(C2=C1C=CC(=C2)N2CCC(CC2)C(=O)O)C)=O)=O 1-(1-(2,6-dioxopiperidin-3-yl)-3-methyl-2-oxo-2,3-dihydro-1H-benzo[d]imidazol-5-yl)piperidine-4-carboxylic acid